4-(2-((1-Methyl-3-(trifluoromethyl)-1H-pyrazol-5-yl)sulfonyl)-2-azaspiro[3.3]heptan-6-yl)morpholine CN1N=C(C=C1S(=O)(=O)N1CC2(C1)CC(C2)N2CCOCC2)C(F)(F)F